ClC1=C(N=C2N1C=CC(=C2)C(=O)NC2CC1(C2)CC(C1)O)C1=C(C=CC=C1C=1C(=NN(C1)C)F)F 3-chloro-2-(2-fluoro-6-(3-fluoro-1-methyl-1H-pyrazol-4-yl)phenyl)-N-(6-hydroxyspiro[3.3]heptan-2-yl)imidazo[1,2-a]pyridine-7-carboxamide